The molecule is a hydroxamic acid that is N-hydroxy-D-valinamide in which the alpha-amino group has been substituted by isopropoxy and [biphenyl]-4-ylsulfonyl groups. A selective matrix metalloproteinase-2 (MMP-2) inhibitor, it is one of the most potent inducers of autophagy. Its physiological roles include angiogenesis, cancer metastasis, embryogenesis, tissue remodeling in development, and wound healing. It has a role as an EC 3.4.24.24 (gelatinase A) inhibitor, an autophagy inducer, an antineoplastic agent and a melanin synthesis inhibitor. It is a hydroxamic acid and a D-valine derivative. CC(C)[C@H](C(=O)NO)N(OC(C)C)S(=O)(=O)C1=CC=C(C=C1)C2=CC=CC=C2